8-oxo-7-thiophen-3-yl-3,4-dihydro-1H-pyrido[2,1-c][1,4]Oxazine-9-carboxamide O=C1C(=C2COCCN2C=C1C1=CSC=C1)C(=O)N